C(CCOCCS)OCCS 2,2'-(propane-1,3-diylbis(oxy))diethanethiol